OC1=C(C=C(C=C1)/C=C/C(=O)C1=CC=CC=C1)C (E)-3-(4-Hydroxy-3-methylphenyl)-1-phenylprop-2-en-1-one